CC1CC(NCC1)=O 4-Methylpiperidin-2-one